COC(C1=C(C=C(C=C1Cl)N1CCOCC1)Cl)=O 2,6-dichloro-4-morpholinobenzoic acid methyl ester